CC1([C@@H](COC1)N1C(=NC2=C1C=C(C=C2)C(=O)O)CC2=C(C(=C(C=C2F)C2=NC(=CC=C2)OCC=2SC(=NN2)C)F)F)C (S)-1-(4,4-dimethyltetrahydrofuran-3-yl)-2-(2,3,6-trifluoro-4-(6-((5-methyl-1,3,4-thiadiazol-2-yl)methoxy)pyridin-2-yl)benzyl)-1H-benzo[d]imidazole-6-carboxylic acid